(4-cyclopropyl-2-{[(1S)-1-(3-fluoropyridin-2-yl)ethyl]amino}-1,3-thiazol-5-yl)[(3R)-3-methyl[1,4'-bipiperidine]-1'-yl]methanone C1(CC1)C=1N=C(SC1C(=O)N1CCC(CC1)N1C[C@@H](CCC1)C)N[C@@H](C)C1=NC=CC=C1F